P(=O)(OCCCCCCCCCCCCCCCCCC)(OCC1=CC(=C(C(=C1)C(C)(C)C)O)C(C)(C)C)[O-] octadecyl 3,5-di-tert-butyl-4-hydroxybenzyl phosphate